O1C(=CC=C1)C1=CC(=NO1)C(=O)NCCCC1=CC=CC=C1 5-(furan-2-yl)-N-(3-phenylpropyl)isoxazole-3-carboxamide